2-(5-(4-(4-(2,6-difluorobenzyl)-5-oxo-4,5-dihydro-1H-1,2,4-triazol-1-yl)-2-fluorophenoxy)-4-methylisoxazol-3-yl)acetonitrile FC1=C(CN2C=NN(C2=O)C2=CC(=C(OC3=C(C(=NO3)CC#N)C)C=C2)F)C(=CC=C1)F